(1S,2S)-2-((S)-5H-imidazo[5,1-a]isoindol-5-yl)-6-(methylsulfonyl)-1,2,3,4-tetrahydronaphthalen-1-ol C=1N=CN2C1C1=CC=CC=C1[C@@H]2[C@H]2[C@@H](C1=CC=C(C=C1CC2)S(=O)(=O)C)O